4-(6-((4,4-difluorocyclohexyl)methyl)-2-(4-methylthiazol-2-yl)pyrimidin-4-yl)morpholine FC1(CCC(CC1)CC1=CC(=NC(=N1)C=1SC=C(N1)C)N1CCOCC1)F